ClC1=C(C(=C(C=C1C)OCOC)C)B1OC(C(O1)(C)C)(C)C 2-(2-Chloro-5-(methoxymethoxy)-3,6-dimethylphenyl)-4,4,5,5-tetramethyl-1,3,2-dioxaborolane